N=1C=NN2C1C=CC(=C2)C2=CC(=NN2C2=NC(=CC=C2)C)CC(=O)NC2=C(C=C(C=C2)F)F 5-([1,2,4]triazolo[1,5-a]pyridin-6-yl)-N-(2,4-difluorophenyl)-1-(6-methylpyridin-2-yl)-1H-pyrazole-3-carboxyamide